FC1(CCN(CCC1)C1=C(C=C2C(=N1)OCCO2)C(=O)OC)F methyl 6-(4,4-difluoroazepan-1-yl)-2,3-dihydro-[1,4]dioxino[2,3-b]pyridine-7-carboxylate